(1S,3R)-2-(2,2-Difluoroethyl)-1-(5-(((R)-1-(3-fluoropropyl)pyrrolidin-3-yl)oxy)thiophen-2-yl)-3-methyl-2,3,4,9-tetrahydro-1H-pyrido[3,4-b]indole FC(CN1[C@@H](C=2NC3=CC=CC=C3C2C[C@H]1C)C=1SC(=CC1)O[C@H]1CN(CC1)CCCF)F